OC1(CC(C1)N1CCC2=C1N=NC(=C2)C2=C(C=C1C(C=CO1)=C2O)CC(F)(F)F)C 5-[7-(3-hydroxy-3-methyl-cyclobutyl)-5,6-dihydropyrrolo[2,3-c]pyridazin-3-yl]-6-(2,2,2-trifluoroethyl)benzofuran-4-ol